N-[6-(1-ethylpropylamino)-3-isopropyl-[1,2,4]triazolo[4,3-b]pyridazin-8-yl]-2-(2-pyridyl)acetamide C(C)C(CC)NC=1C=C(C=2N(N1)C(=NN2)C(C)C)NC(CC2=NC=CC=C2)=O